FC1(CCC2=C1N=C(N=C2C2=CC1=C([C@H](CO1)NS(=O)(=O)C)C=C2)N2[C@H]([C@H](C2)F)C)F N-((R)-6-(7,7-difluoro-2-((2S,3S)-3-fluoro-2-methylazetidin-1-yl)-6,7-dihydro-5H-cyclopenta[d]pyrimidin-4-yl)-2,3-dihydrobenzofuran-3-yl)methanesulfonamide